N,N'-dimethoxycarbonylhydrazine COC(=O)NNC(=O)OC